(R)-2-methyl-N-(5-(3-methyl-1,2,4-oxadiazol-5-yl)-2,3-dihydro-1H-inden-1-yl)-2H-tetrazole-5-carboxamide CN1N=C(N=N1)C(=O)N[C@@H]1CCC2=CC(=CC=C12)C1=NC(=NO1)C